NNCC1=CC=CC=C1 aminobenzyl-amine